N1=C(C=CC=C1)OCCOC=1C=CC2=C(N=C(O2)C=2C=NC=CC2)C1 5-[2-(Pyridin-2-yloxy)ethoxy]-2-(pyridin-3-yl)-1,3-benzoxazole